O1C(=NC2=C1C=CC=C2)[C@H]2N(CC=1NC=NC12)C(=O)C=1C=NC=CC1 (S)-(4-(benzo[d]oxazol-2-yl)-4,6-dihydropyrrolo[3,4-d]imidazol-5(1H)-yl)(pyridin-3-yl)methanone